3-((3aS,6aR)-5-(5-chloro-2-((1-(methyl-d3)-1H-pyrazol-4-yl)amino)pyrimidin-4-yl)-3a-methylhexahydropyrrolo[3,4-c]pyrrol-2(1H)-yl)-3-oxopropanenitrile ClC=1C(=NC(=NC1)NC=1C=NN(C1)C([2H])([2H])[2H])N1C[C@H]2[C@@](C1)(CN(C2)C(CC#N)=O)C